3,5-dichloro-4-(3-(cyclobutanecarbonyl)-6-(3,5-dimethylisoxazol-4-yl)-1H-pyrrolo[3,2-b]pyridin-1-yl)benzoic acid ClC=1C=C(C(=O)O)C=C(C1N1C=C(C2=NC=C(C=C21)C=2C(=NOC2C)C)C(=O)C2CCC2)Cl